ethyl 2-diethoxyphosphoryl-2-fluoro-acetate C(C)OP(=O)(OCC)C(C(=O)OCC)F